C(C)(C)(C)OC(CCC1=CC=C(C=C1)C(C(=O)OC)(C)C)=O methyl 2-(4-(3-(t-butoxy)-3-ketopropyl) phenyl)-2-methylpropionate